tert-butyl 2-(3-(2-fluoro-6-(methylcarbamoyl)-3',6'-dihydro-[3,4'-bipyridin]-1'(2'H)-yl) cyclopent-1-en-1-yl)-4-hydroxy-7H-pyrrolo[2,3-d]pyrimidine-7-carboxylate FC1=NC(=CC=C1C=1CCN(CC1)C1C=C(CC1)C=1N=C(C2=C(N1)N(C=C2)C(=O)OC(C)(C)C)O)C(NC)=O